C1=CC=CC=2OC3=CC=CC=C3N(C12)C1=CC=C(C=C1)C1=NC2=CC=CC=C2N=C1C1=CC=C(C=C1)N1C2=CC=CC=C2OC=2C=CC=CC12 2,3-bis(4-(10H-phenoxazin-10-yl)phenyl)quinoxaline